4-(1-methyl-1H-1,2,4-triazol-3-yl)-5-(trifluoromethyl)-1H-pyrrolo[2,3-b]pyridine-2-thiol CN1N=C(N=C1)C1=C2C(=NC=C1C(F)(F)F)NC(=C2)S